7-methoxy-6-((tetrahydrofuran-3-yl)oxy)phthalazin-1(2H)-one COC1=C(C=C2C=NNC(C2=C1)=O)OC1COCC1